(S)-3-(3-fluoro-4-(6-(2-vinyl-2H-tetrazol-5-yl)pyridin-3-yl)phenyl)-5-(1-hydroxypropyl)oxazolidin-2-one FC=1C=C(C=CC1C=1C=NC(=CC1)C=1N=NN(N1)C=C)N1C(O[C@@H](C1)C(CC)O)=O